OS(=O)(=O)C(F)(F)F.C[Na] methyl-sodium triflate